C(C1=CC=CC=C1)OC(N[C@H](COCC1=CC=CC=C1)C(CC1=NC=CC=C1)N[S@](=O)C(C)(C)C)=O N-{(S)-1-benzyloxy-3-[((R)-tert-butylsulfinyl)amino]-4-(pyridin-2-yl)butan-2-yl}carbamic acid benzyl ester